COC1=CC=C(C=C1)C(=O)O.NC1=NC=CC=C1C1=NC=2C(=NC(=CC2)C2=CC=CC=C2)N1C1=CC=C(C=C1)CNC(C(C1=CC(=C(C=C1)C=O)O)F)=O N-({4-[2-(2-aminopyridin-3-yl)-5-phenylimidazo[4,5-b]pyridin-3-yl]phenyl}methyl)-2-fluoro-2-(4-formyl-3-hydroxyphenyl)acetamide p-methoxyphenyl-formate